4,4'-thiobis(3-bromobenzene) S(C1=C(C=CC=C1)Br)C1=C(C=CC=C1)Br